ClC1=CC(=NC(=C1)C12COCC2C1)N[C@@H](CO)C (2R)-2-[(4-chloro-6-[3-oxabicyclo[3.1.0]hex-1-yl]pyridin-2-yl)amino]propan-1-ol